C=1N=CN2C1C1=CC=CC=C1C2C2C(C1=CC=CC=C1CC2)O 2-(5H-imidazo[5,1-a]isoindol-5-yl)-1,2,3,4-tetrahydronaphthalen-1-ol